C(C)(C)(C)OC(=O)N1CC(C1)OC=1C=CC2=C(N=C(O2)Cl)C1.ClC=1OC2=C(N1)C=C(C=C2)OC2CN(C2)C(=O)OC(C)(C)C tert-butyl 3-((2-chlorobenzo[d]oxazol-5-yl)oxy)azetidine-1-carboxylate tert-butyl-3-((2-chlorobenzo[d]oxazol-5-yl)oxy)azetidine-1-carboxylate